Dibutyl-tin (IV) oxide C(CCC)[Sn](CCCC)=O